methyl 2-((4-((6-(((4-cyano-2-fluorophenyl)thio)methyl)pyridin-2-yl)oxy)piperidin-1-yl)methyl)-1-((1-ethyl-1H-imidazol-5-yl)methyl)-1H-benzo[d]imidazole-6-carboxylate C(#N)C1=CC(=C(C=C1)SCC1=CC=CC(=N1)OC1CCN(CC1)CC1=NC2=C(N1CC1=CN=CN1CC)C=C(C=C2)C(=O)OC)F